COC(CNC1=NC2=CC(=C(C=C2C(=N1)NC(C)C1=CC(=CC(=C1)C(F)(F)F)[N+](=O)[O-])N1CCOCC1)F)OC N2-(2,2-Dimethoxy-ethyl)-7-fluoro-6-morpholin-4-yl-N4-[1-(3-nitro-5-trifluoromethyl-phenyl)-ethyl]-quinazoline-2,4-diamine